NC1=C2C=NC(=NC2=CC(=C1F)C1=C(C2=C(OCCN2)N=C1)C)NC1=CC=C(C=C1)[C@@H]1C(N(CC1)C)=O |o1:30| (R or S)-3-(4-{[5-amino-6-fluoro-7-(8-methyl-2,3-dihydro-1H-pyrido[2,3-b][1,4]oxazin-7-yl)quinazolin-2-yl]amino}phenyl)-1-methylpyrrolidin-2-one